C12CCC(CC1)N2C2=NC1=C(C=C(C=C1C(N2C)=O)C)C(C)NC2=C(C(=O)O)C=CC=C2 2-[1-[2-(7-azabicyclo[2.2.1]heptan-7-yl)-3,6-dimethyl-4-oxoquinazolin-8-yl]ethyl-amino]benzoic acid